CC=1C(=C(N)C=CC1)N1CCC(CC1)C 3-methyl-2-(4-methylpiperidin-1-yl)aniline